COC1=CC=C(C=N1)C(C)C1N(CC=C1)C(=O)N (1-(6-Methoxypyridin-3-yl)ethyl)-2,5-dihydro-1H-pyrrole-1-carboxamide